3-[3-[4-(trifluoromethoxy)anilino]pyrazin-2-yl]-4H-1,2,4-oxadiazol-5-one FC(OC1=CC=C(NC=2C(=NC=CN2)C2=NOC(N2)=O)C=C1)(F)F